4-fluoro-2,6-dimethylphenylboronic acid FC1=CC(=C(C(=C1)C)B(O)O)C